C(C=C)(=O)N1CCN(CC1)C(=O)N1CCC(CC1)N1N=CC(=C1)C=1C=C(C=2N(C1)N=CC2C#N)OC 6-(1-(1-(4-acryloylpiperazine-1-carbonyl)piperidin-4-yl)-1H-pyrazol-4-yl)-4-methoxypyrazolo[1,5-a]pyridine-3-carbonitrile